2-(6-(1-((1R,2S,3R,5R)-2-fluoro-1,5-dimethyl-8-azabicyclo[3.2.1]oct-6-en-3-yl)vinyl)-1,2,4-triazin-3-yl)-5-(4-fluoro-1H-pyrazol-1-yl)phenol F[C@@H]1[C@]2(C=C[C@@](C[C@@H]1C(=C)C1=CN=C(N=N1)C1=C(C=C(C=C1)N1N=CC(=C1)F)O)(N2)C)C